3-(6-fluoronaphthalen-1-yl)azetidine hydrochloride Cl.FC=1C=C2C=CC=C(C2=CC1)C1CNC1